[6-methoxy-2-methyl-3-[3-(methylamino)propyl]benzimidazol-4-yl]boronic acid COC=1C=C(C2=C(N=C(N2CCCNC)C)C1)B(O)O